2-(4-benzyl-3,6-dihydropyridin-1(2H)-yl)-N-(5-cyclopropyl-1H-pyrazol-3-yl)quinazolin-4-amine C(C1=CC=CC=C1)C=1CCN(CC1)C1=NC2=CC=CC=C2C(=N1)NC1=NNC(=C1)C1CC1